(+/-)-trans-3-((2-(2-chloro-5H-pyrrolo[2,3-b]pyrazin-7-yl)-6-phenylpyrimidin-4-yl)amino)bicyclo[2.2.2]octane-2-carboxylic acid ClC=1N=C2C(=NC1)NC=C2C2=NC(=CC(=N2)NC2C(C1CCC2CC1)C(=O)O)C1=CC=CC=C1